FC1CC=CS(=O)(=O)O1 4-fluoro-1-butene-1,4-sultone